C(C1=CC=CC=C1)N(CCNC(OC(C)(C)C)=O)CCNC(OC(C)(C)C)=O di-tert-butyl ((benzylazanediyl)bis(ethane-2,1-diyl))dicarbamate